(S)-4-((1-(4-chloro-8-(4-(isopropylsulfonyl)phenyl)-1-oxo-2-phenyl-1,2-dihydroisoquinolin-3-yl)ethyl)amino)pyrido[2,3-d]pyrimidin-5(8H)-one ClC1=C(N(C(C2=C(C=CC=C12)C1=CC=C(C=C1)S(=O)(=O)C(C)C)=O)C1=CC=CC=C1)[C@H](C)NC=1C2=C(N=CN1)NC=CC2=O